12-(2,6-dimethylphenyl)-8-imino-15-oxa-8λ6-thia-1,9,11,18,22-pentaazatetracyclo[14.4.1.13,7.110,14]tricosa-3,5,7(23),10,12,14(22)-hexaene-2,8-dione CC1=C(C(=CC=C1)C)C=1N=C2NS(C=3C=CC=C(C(N4CCNCC(OC(C1)=N2)C4)=O)C3)(=O)=N